SCCCC1SCC(SC1)CCCS 2,5-bis(3-mercaptopropyl)-1,4-dithiacyclohexane